4,8-Bis-(hydroxymethyl)tricyclo[5.2.1.02,6]decan OCC1CC2C3CC(C(C2C1)C3)CO